6-chloro-5-methoxy-1-(2-methoxyethyl)-3-(1H-pyrazol-4-yl)-2-(5-(trifluoromethyl)-4H-1,2,4-triazol-3-yl)-1H-indole ClC1=C(C=C2C(=C(N(C2=C1)CCOC)C1=NN=C(N1)C(F)(F)F)C=1C=NNC1)OC